C(C)(C)(C)N1N=C(C=C1NC=1C=C2CC(CC2=CC1)(F)F)[C@@H]1C[C@@H](CC1)O[Si](C)(C)C(C)(C)C (tert-butyl)-3-((1s,3r)-3-((tert-butyldimethylsilyl)oxy)cyclopentyl)-N-(2,2-difluoro-2,3-dihydro-1H-inden-5-yl)-1H-pyrazol-5-amine